SC[C@@H](C(=O)NCCNC)C(C(=O)N)(C)NCCNC ((R)-3-mercapto-1-((2-(methylamino)ethyl)amino)-1-oxopropan-2-yl)-2-((2-(methylamino)ethyl)amino)propanamide